2-hydroxy-5-(3,5,7-trihydroxy-6-methoxy-4-oxo-4H-chromen-2-yl)phenolate OC1=C(C=C(C=C1)C=1OC2=CC(=C(C(=C2C(C1O)=O)O)OC)O)[O-]